N-(5-(trans-3-(4-(trifluoromethyl)phenyl)cyclobutoxy)-1H-indol-3-yl)acetamide FC(C1=CC=C(C=C1)[C@@H]1C[C@H](C1)OC=1C=C2C(=CNC2=CC1)NC(C)=O)(F)F